N-{4-[1-(5-methyl-1,2-oxazole-4-sulfonyl)piperidin-4-yl]butyl}-1H-pyrrolo[3,2-c]pyridine-2-carboxamide CC1=C(C=NO1)S(=O)(=O)N1CCC(CC1)CCCCNC(=O)C1=CC=2C=NC=CC2N1